N1C(=CC2=CC=CC=C12)C(=O)N[C@H](C(=O)N[C@H](C(=O)O)C[C@H]1C(NCC1)=O)CC(C)C (2S)-2-[(2S)-2-[(1H-indol-2-yl)formamido]-4-methylpentanamido]-3-[(3S)-2-oxopyrrolidin-3-yl]propanoic acid